CC1=CC=C(C=C1)C#CC2=CC=CC=C2N 2-(p-tolylethynyl)aniline